BrC=1C=C(C=CC1)C1(CC(C1)(F)F)CC(=O)NNC(=S)NC 1-[[2-[1-(3-bromophenyl)-3,3-difluoro-cyclobutyl]acetyl]amino]-3-methyl-thiourea